C1=C2C(=C3N(C2=CC=C1)CCCCC3)C(=O)OCC ethyl 7,8,9,10-tetrahydro-6H-azepino[1,2-a]indole-11-carboxylate